[Si](C)(C)(C(C)(C)C)OC1CC(C1)C#CC1=CC=C(C=C1)C1=CC(=NO1)CN1C(=NC=C1)[C@H](C)OC1OCCCC1 5-(4-(((1s,3R)-3-((tert-butyldimethylsilyl)oxy)cyclobutyl)ethynyl)phenyl)-3-((2-((1S)-1-((tetrahydro-2H-pyran-2-yl)oxy)ethyl)-1H-imidazol-1-yl)methyl)isoxazole